ClC=1C=CC(=C(C1)N1CC(N(CC1=O)C(C(=O)NC=1C=C2CCN(C2=CC1)C(=O)OC)CC1=CC=CC=C1)=O)N1N=NN=C1 Methyl 5-(2-(4-(5-chloro-2-(1H-tetrazol-1-yl)phenyl)-2,5-dioxopiperazin-1-yl)-3-phenylpropanamido)indoline-1-carboxylate